N-((R)-1-(2-((S)-amino((R)-3,3-difluorocyclohexyl)methyl)-1-((2-(trimethylsilyl)ethoxy)methyl)-1H-benzo[d]imidazol-6-yl)ethyl)-3,3,3-trifluoropropan-1-amine hydrochloride Cl.N[C@H](C1=NC2=C(N1COCC[Si](C)(C)C)C=C(C=C2)[C@@H](C)NCCC(F)(F)F)[C@H]2CC(CCC2)(F)F